N-cyclopropyl-3-(3,7-dimethylocta-2,6-dien-1-yl)-2,4-dihydroxy-6-pentylbenzenesulfonamide C1(CC1)NS(=O)(=O)C1=C(C(=C(C=C1CCCCC)O)CC=C(CCC=C(C)C)C)O